BrC1=C2C(OC3(C2=CC=C1)CN(C3)C)=O bromo-1-methyl-3'H-spiro[azetidine-3,1'-isobenzofuran]-3'-one